C1(=CC=CC=C1)C=1OC(=NN1)C1=CC=C(C=C1)C(F)(F)F 2-phenyl-5-(4-trifluoromethylphenyl)-1,3,4-oxadiazole